N1C(=CC=C1)C(=O)OCC1=CC=CC=C1 Benzyl pyrrole-2(1H)-carboxylate